dansyl-cholesterol S(=O)(=O)(C1=CC=CC=2C(N(C)C)=CC=CC12)CC(C)CCC[C@@H](C)[C@H]1CC[C@H]2[C@@H]3CC=C4C[C@@H](O)CC[C@]4(C)[C@H]3CC[C@]12C